1-cyclohepten-1-yl(trimethyl)silane C1(=CCCCCC1)[Si](C)(C)C